C(C)N(C1CN(CC1)C1=NN(C2=C1C=NC(=C2)NC(C)=O)C2=NC(=NC(=C2)C(C)C)C(C)(F)F)CC N-(3-(3-(diethylamino)pyrrolidin-1-yl)-1-(2-(1,1-difluoroethyl)-6-isopropylpyrimidin-4-yl)-1H-pyrazolo[4,3-c]pyridin-6-yl)acetamide